BrCl.[Pb].CN Methylamine lead bromine chloride